FC(C(=O)O)(C=1C(NC2=CC=C(C=C2C1)F)=O)F Difluoro(6-fluoro-2-oxo-1H-quinolin-3-yl)acetic acid